FC(C(=O)O)(F)F.CC=1C(=NC(=CC1)C(F)(F)F)NC(=O)[C@H]1N[C@@H]2C[C@@]2(C1)CN(C(CCCC=C)=O)C (1R,3S,5R)-N-(3-Methyl-6-(trifluoromethyl)pyridin-2-yl)-5-((N-methylhex-5-enamido)methyl)-2-azabicyclo[3.1.0]hexane-3-carboxamide Trifluoroacetic Acid Salt